5-(3-methoxy-4-pyridyl)-2-(2-trimethylsilylethoxymethyl)pyrazole-3-carboxylic acid COC=1C=NC=CC1C=1C=C(N(N1)COCC[Si](C)(C)C)C(=O)O